iridium Osmium [Os].[Ir]